N(=[N+]=[N-])CCOCCOCCOCCOCCOC1=CC=C(C2=CC=CC=C12)C1=CC=C(C=C1)[C@H](CC(=O)O)NC(C(C)(NC(CCCC1=NC=2NCCCC2C=C1)=O)C)=O (S)-3-(4-(4-((14-azido-3,6,9,12-tetraoxatetradecyl)oxy)naphthalen-1-yl)phenyl)-3-(2-methyl-2-(4-(5,6,7,8-tetrahydro-1,8-naphthyridin-2-yl)butanamido)propanamido)propanoic acid